3-methacryloyloxypropyltris(butoxyethoxy)silane Triphenylthiophosphat C1(=CC=CC=C1)OP(=S)(OC1=CC=CC=C1)OC1=CC=CC=C1.C(C(=C)C)(=O)OCCC[Si](OCCOCCCC)(OCCOCCCC)OCCOCCCC